CC1=NOC(=C1C=1C=C(C2=C(N(C(=N2)NCC)C(C)C2=CC=CC=C2)C1)N)C 6-(3,5-dimethylisoxazol-4-yl)-N2-ethyl-1-(1-phenylethyl)-1H-benzo[d]imidazole-2,4-diamine